[C@@]12(CNC[C@@H]2C1)C=1C=CC=2N=CN=C(C2N1)NC1=C(C(=CC=C1)Cl)F 6-((1R,5R)-3-azabicyclo[3.1.0]hexan-1-yl)-N-(3-chloro-2-fluorophenyl)pyrido[3,2-d]pyrimidin-4-amine